FC1=CC=C(C=C1)N1C=C(C2=CC=CC=C12)C(C(=O)N[C@@H]1C(NC[C@H]1O)=O)C 2-(4-fluorophenyl-1H-indol-3-yl)-N-[(3S,4R)-4-hydroxy-2-oxo-pyrrolidin-3-yl]propanamide